Thiazolo[2,3-b]thiazolium S1C=C[N+]2=C1SC=C2